hex-5-en-1-yl cyclobutanecarboxylate C1(CCC1)C(=O)OCCCCC=C